Methyl-(S,E)-(7-(dimethylamino)-1-((1-((5-fluoro-7-neopentyl-1H-indol-2-yl)methyl)-2-oxo-1,2-dihydropyridin-3-yl)amino)-1,7-dioxohept-5-en-2-yl)carbamat COC(N[C@H](C(=O)NC=1C(N(C=CC1)CC=1NC2=C(C=C(C=C2C1)F)CC(C)(C)C)=O)CC\C=C\C(=O)N(C)C)=O